FC([C@H](C=1C=NC=CC1)NC(=O)C=1N=C2N(C=CC=C2C2=C(C=CC=C2)OCC(F)(F)F)C1)(F)F (S)-N-(2,2,2-trifluoro-1-(pyridin-3-yl)ethyl)-8-(2-(2,2,2-trifluoroethoxy)phenyl)imidazo[1,2-a]pyridine-2-carboxamide